3,4-difluoro-2-methoxyphenylboronic acid FC=1C(=C(C=CC1F)B(O)O)OC